F\C(=C/C1=C(C=CC=C1)OC)\C(C)(C)C (Z)-1-(2-fluoro-3,3-dimethylbut-1-en-1-yl)-2-methoxybenzene